ClC1=CC=C(C=C1)C(C=C)=O 1-(4-chlorophenyl)-2-propen-1-one